ClC1=NC(=CC=C1)C=1OC=CC1 2-chloro-6-(furan-2-yl)pyridine